ClC1=C(C(=CC=C1F)Cl)[C@@H](C)OC=1C(=NC=C(C1)C=1C=NN(C1)C1CCNCC1)N (R)-3-[1-(2,6-Dichloro-3-fluorophenyl)ethoxy]-5-[1-(piperidin-4-yl)-1H-pyrazol-4-yl]pyridin-2-amine